[Si](C1=CC=CC=C1)(C1=CC=CC=C1)(C(C)(C)C)OC[C@@H]1N(C(C[C@H]1C=C)=O)C(=O)OC(C)(C)C tert-Butyl (2R,3S)-2-[[tert-butyl(diphenyl)silyl]oxymethyl]-5-oxo-3-vinyl-pyrrolidine-1-carboxylate